CCCCC/C=C\C/C=C\CCCCCCCCCCCC(=O)O[C@H](COC(=O)CCCCCCCCC/C=C\C/C=C\CCCCC)COP(=O)([O-])OCC[N+](C)(C)C 1-(11Z,14Z-eicosadienoyl)-2-(13Z,16Z-docosadienoyl)-glycero-3-phosphocholine